C1(CCCCC1)C(CO)NS(=O)(=O)C1=CC=C(C2=CC=CC=C12)NC(C1=C(C=CC=C1)C)=O N-(4-(N-(1-cyclohexyl-2-hydroxyethyl)sulfamoyl)naphthalen-1-yl)-2-methylbenzamide